N-[(5-Chlorothiophen-2-yl)methyl]-3-(1-methansulfonylazetidin-3-yl)-1H-pyrazol-5-amin ClC1=CC=C(S1)CNC1=CC(=NN1)C1CN(C1)S(=O)(=O)C